Methyl 3-((4-hydroxy tetrahydrofuran-3-yl) amino)-4-nitrobenzoate OC1C(COC1)NC=1C=C(C(=O)OC)C=CC1[N+](=O)[O-]